(1-Fluoro-cyclopropyl)-{7-fluoro-6-[(2-hydroxy-ethyl)-methyl-amino]-4-[4-(2-methoxy-phenyl)-piperidin-1-yl]-quinazolin-2-yl}-methanone FC1(CC1)C(=O)C1=NC2=CC(=C(C=C2C(=N1)N1CCC(CC1)C1=C(C=CC=C1)OC)N(C)CCO)F